4-hydroxy-2-((isobutyryloxy)methyl)tetrahydrofuran-3-yl isobutyrate C(C(C)C)(=O)OC1C(OCC1O)COC(C(C)C)=O